NC(C(O)C)CO 2-amino-1-methyl-1,3-propanediol